FC1=C(C=CC(=C1)N1N=CC=C1)NC1=NC=C2C=CC(=NC2=C1)C(=O)C1CCN(CC1)C N-[2-fluoro-4-(pyrazol-1-yl)phenyl]-2-(1-methylpiperidine-4-carbonyl)-1,6-naphthyridin-7-amine